CC(CN)C(C)C 2,3-dimethyl-n-butylamine